Methyl 4-[4-[[(3S)-1-[7-amino-2-(2-furyl)-[1,2,4]triazolo[1,5-a][1,3,5]triazin-5-yl]-3-piperidyl]methyl]piperazin-1-yl]-3-chloro-benzoate hydrochloride Cl.NC1=NC(=NC=2N1N=C(N2)C=2OC=CC2)N2C[C@@H](CCC2)CN2CCN(CC2)C2=C(C=C(C(=O)OC)C=C2)Cl